BrC=1C=C(C=C2CC(NC12)=O)C(F)(F)F 7-bromo-5-(trifluoromethyl)indolin-2-one